tert-butyl N-(3-hydroxyhex-5-en-1-yl)-N-methylcarbamate OC(CCN(C(OC(C)(C)C)=O)C)CC=C